FCNC(C)=O N-(fluoromethyl)acetamide